IC=1C=CC(=C(C1)C=1SC=2N=CN=C(C2N1)N)OC 2-(5-iodo-2-methoxyphenyl)thiazolo[5,4-d]pyrimidin-7-amine